3-cyclobutylisoxazole C1(CCC1)C1=NOC=C1